ClC=1C=C(C(=C(C1)O)C1=CC2=C(N=N1)N(C(=N2)C)[C@H]2CN(CCC2)C)F 5-chloro-3-fluoro-2-[6-methyl-7-[(3R)-1-methyl-3-piperidyl]imidazo[4,5-c]pyridazin-3-yl]phenol